NC1=C(C=C(C=C1C)C=1NC2=CC=C(C=C2C1C(C)C)C1CCN(CC1)C(=O)OC(C)(C)C)O tertbutyl 4-(2-(4-amino-3-hydroxy-5-methylphenyl)-3-isopropyl-1H-indol-5-yl)piperidine-1-carboxylate